(3S)-N-[5-chloro-1-[4-(N-ethyl-4-fluoro-anilino)phenyl]-6-oxo-pyridazin-4-yl]tetrahydropyran-3-carboxamide ClC1=C(C=NN(C1=O)C1=CC=C(C=C1)N(C1=CC=C(C=C1)F)CC)NC(=O)[C@@H]1COCCC1